C(C)(C)(C)OC(=O)N1[C@@H](CCC1)C(NC=1C=C2CC(CC2=C(C1)F)C=O)=O (2S)-2-[(7-fluoro-2-formyl-indan-5-yl)carbamoyl]pyrrolidine-1-carboxylic acid tert-butyl ester